2-{5-[(difluoromethoxy)methyl]-1,3,4-thiadiazol-2-yl}-5-[4-(trifluoromethoxy)benzene-1-sulfonyl]pyridin-3-amine FC(OCC1=NN=C(S1)C1=NC=C(C=C1N)S(=O)(=O)C1=CC=C(C=C1)OC(F)(F)F)F